(R)-1-(4-(4-((2-fluoro-4-((7-fluoro-1,6-dimethyl-1H-benzo[d][1,2,3]triazol-5-yl)oxy)-3-methylphenyl)amino)pyrido[3,2-d]pyrimidin-6-yl)-2-methylpiperazin-1-yl)prop-2-en-1-one FC1=C(C=CC(=C1C)OC1=CC2=C(N(N=N2)C)C(=C1C)F)NC=1C2=C(N=CN1)C=CC(=N2)N2C[C@H](N(CC2)C(C=C)=O)C